ClCC1=NN(C=C1)C 3-(chloromethyl)-1-methyl-pyrazole